S1C=CC2=C1C=CC(=C2)NC2=C(C(=O)N)C=C(C(=C2F)F)/C=N/NS(=O)(=O)C2=CC=C(C=C2)C 2-(1-Benzothiophene-5-ylamino)-3,4-difluoro-5-[(E)-[(4-methylphenyl)sulfonylhydrazinylidene]methyl]benzamide